FC(C(\C=C/C(C(=O)OC)C(NC=1C(=NC(=CC1)C(F)(F)F)C)=O)=O)(F)F methyl (Z)-6,6,6-trifluoro-2-[[2-methyl-6-(trifluoromethyl)-3-pyridyl]carbamoyl]-5-oxo-hex-3-enoate